5-(7,8-dimethyl-[1,2,4]triazolo[1,5-a]pyridin-6-yl)-N-((3S,5R)-1-ethyl-5-(trifluoromethyl)piperidin-3-yl)-6-isopropyl-N-methyl-4H-thieno[3,2-b]pyrrole-2-carboxamide CC1=C(C=2N(C=C1C1=C(C3=C(N1)C=C(S3)C(=O)N(C)[C@@H]3CN(C[C@@H](C3)C(F)(F)F)CC)C(C)C)N=CN2)C